8-((S)-4-acryloyl-2-methylpiperazin-1-yl)-3-(8-chloronaphthalen-1-yl)-6-(((S)-1-methylpyrrolidin-2-yl)methoxy)-2-(trifluoromethyl)pyrimido[5,4-d]Pyrimidin-4(3H)-one C(C=C)(=O)N1C[C@@H](N(CC1)C1=NC(=NC2=C1N=C(N(C2=O)C2=CC=CC1=CC=CC(=C21)Cl)C(F)(F)F)OC[C@H]2N(CCC2)C)C